CC=1C=C(C=C(C1OC#N)C)CC1=CC(=C(C(=C1)C)OC#N)C bis(3,5-dimethyl-4-cyanooxyphenyl)methane